C(C)(C)(C)OC(=O)N1CCN(CC1)C1=CC=NC2=C(C=C(C=C12)C=1C=NC(=C(C1)NS(=O)(=O)C1=C(C=CC=C1)F)OC)C 4-(6-(5-((2-fluorophenyl)sulfonamido)-6-Methoxypyridin-3-yl)-8-methylquinolin-4-yl)piperazine-1-carboxylic acid tert-butyl ester